ClC1=CC=C(C=C1)C1=C(CCC(C1)(C)C)CN1CCN(CC1)C1=CC(=C(C(=O)NS(=O)(=O)C2=CC(=C(C=C2)OCC2OCCOC2)[N+](=O)[O-])C=C1)OC=1C=C2C(=NC1)NC=C2 4-(4-{[2-(4-chlorophenyl)-4,4-dimethylcyclohex-1-en-1-yl]methyl}piperazin-1-yl)-N-{[4-(1,4-dioxan-2-ylmethoxy)-3-nitrophenyl]sulfonyl}-2-(1H-pyrrolo[2,3-b]pyridin-5-yloxy)benzamide